The molecule is an N-{1-[(naphthalen-2-yl)amino]-1-oxo-3-phenylpropan-2-yl}benzamide that is the amide obtained by formal condensation of the carboxy group of N-benzoyl-L-phenylalanine with the amino group of 2-aminonaphthalene. It has a role as a chromogenic compound. It is a N-{1-[(naphthalen-2-yl)amino]-1-oxo-3-phenylpropan-2-yl}benzamide and a L-phenylalanine derivative. It is an enantiomer of a N-benzoyl-D-phenylalanine 2-naphthylamide. C1=CC=C(C=C1)C[C@@H](C(=O)NC2=CC3=CC=CC=C3C=C2)NC(=O)C4=CC=CC=C4